3-(4-fluorophenylmethyl)-N-(3-methylpiperidin-4-yl)-5-(trifluoromethyl)pyrazin-2-amine FC1=CC=C(C=C1)CC=1C(=NC=C(N1)C(F)(F)F)NC1C(CNCC1)C